3-(2,4-bis(trifluoromethyl)phenyl)-7-fluoro-1-(4-(pyridazin-3-yloxy)but-2-ynyl)-4,5-dihydro-1H-benzo[b]azepin-2(3H)-one FC(C1=C(C=CC(=C1)C(F)(F)F)C1CCC2=C(N(C1=O)CC#CCOC=1N=NC=CC1)C=CC(=C2)F)(F)F